NC1=NC(=C(C=2N1C(N(N2)C=C2OCCC2)=O)C2=CC(=NC(=C2)CO)Cl)C2=CC=CC=C2 5-amino-8-[2-chloro-6-(hydroxymethyl)-4-pyridinyl]-7-phenyl-2-[[(2R)-tetrahydrofuranyl-2-yl]methyl]-[1,2,4]triazolo[4,3-c]pyrimidin-3-one